C(C)(C)(C)OC(NC1=NC(=CC(=C1)NC1=C(C=C(C=C1)F)OC)C(NC1CC2=CC=CC=C2C1)=O)=O (6-((2,3-dihydro-1H-inden-2-yl)carbamoyl)-4-((4-fluoro-2-methoxyphenyl)-amino)pyridin-2-yl)carbamic acid tert-butyl ester